FC(CNC1=C(C#N)C=C(C=C1)C=1OC(=NN1)C=1C=C2CCC(NC2=CC1)=O)F 2-[(2,2-difluoroethyl)amino]-5-[5-(2-oxo-1,2,3,4-tetrahydro-quinolin-6-yl)-1,3,4-oxadiazol-2-yl]benzonitrile